ClC1=C(C=CC(=C1)I)S(=O)(=O)N1C[C@@H]([C@@](C1)(CO)O)OC1=CC(=C(C#N)C=C1)F 4-(((3s,4r)-1-((2-chloro-4-iodophenyl)sulfonyl)-4-hydroxy-4-(hydroxymethyl)pyrrolidin-3-yl)oxy)-2-fluorobenzonitrile